(R)-tert-butyl-3-((5-(4-methoxy-1,8-naphthyridin-2-yl)pentyl)oxy)pyrrolidine C(C)(C)(C)N1C[C@@H](CC1)OCCCCCC1=NC2=NC=CC=C2C(=C1)OC